C(C)C=1SC(=C(N1)C1=CC=CC=C1)OC1=CC(=NC=C1)C1(NC=C(C=C1)NCCN1CCN(CC1)C(C)C)N 2-(4-((2-ethyl-4-phenylthiazol-5-yl)oxy)pyridin-2-yl)-N5-(2-(4-isopropylpiperazin-1-yl)ethyl)pyridine-2,5-diamine